tert-butyl (N-(4-(3-(4-fluorobenzyl)-4-oxo-3,4-dihydrophthalazinyl)benzyl)sulfamoyl)carbamate FC1=CC=C(CN2N=C(C3=CC=CC=C3C2=O)C2=CC=C(CNS(=O)(=O)NC(OC(C)(C)C)=O)C=C2)C=C1